4-(4-bromophenyl)-1-propylpiperidine BrC1=CC=C(C=C1)C1CCN(CC1)CCC